ethyl 4-bromo-3-phenyl-1H-pyrrole-2-carboxylate BrC=1C(=C(NC1)C(=O)OCC)C1=CC=CC=C1